COC1=CC=C(CN(C2=NC3=CC=CC=C3C(=C2N)NC(C)C2=CC=C(C=C2)CN2CCCC2)CC2=CC=C(C=C2)OC)C=C1 N2,N2-bis(4-methoxybenzyl)-N4-(1-(4-(pyrrolidin-1-ylmethyl)phenyl)ethyl)quinoline-2,3,4-triamine